5-[3-[2-fluoro-4-[3-(methylamino)propyl]phenoxy]propyl]thiazole-4-carboxylic acid FC1=C(OCCCC2=C(N=CS2)C(=O)O)C=CC(=C1)CCCNC